C(CCCCCCCCCCCCCCC)(=O)OCC=1C(=C(C(=NC1)C)O)CO Pyridoxine Palmitate